CCC(CC1=C(C=CC=C1)O)CCC(C)CC 2,5-di-2-ethylhexyl-phenol